N-(4-ethoxybenzyl)-4-butylaniline C(C)OC1=CC=C(CNC2=CC=C(C=C2)CCCC)C=C1